3-((6-(((2S,6R)-2,6-dimethylmorpholino)methyl)-2-methylpyrimidin-4-yl)amino)-1H-pyrazol C[C@@H]1O[C@@H](CN(C1)CC1=CC(=NC(=N1)C)NC1=NNC=C1)C